CC=1C=C2C(C=C(OC2=C(C1)C(C)NC1=C(C(=O)O)C=CC=C1)C1=CC=C(C=C1)C1CN(C1)S(=O)(=O)C)=O 2-((1-(6-methyl-2-(4-(1-(methylsulfonyl)azetidin-3-yl)phenyl)-4-oxo-4H-chromen-8-yl)ethyl)amino)benzoic acid